CO[C@@H]1C[C@H](N(C1)CCOC)CO ((2S,4R)-4-methoxy-1-(2-methoxyethyl)pyrrolidin-2-yl)methanol